N1(CCOCC1)C(=O)C=1C=C(SC1)S(=O)(=O)Cl 4-(morpholine-4-carbonyl)thiophene-2-sulfonyl chloride